3-chloro-N-(2,4-difluoro-3-(7-fluoro-3-(1H-imidazol-2-yl)-1H-indazol-6-yl)phenyl)benzenesulfonamide ClC=1C=C(C=CC1)S(=O)(=O)NC1=C(C(=C(C=C1)F)C1=CC=C2C(=NNC2=C1F)C=1NC=CN1)F